3-azabicyclo[3.1.0]hexane-2,4-dione C12C(NC(C2C1)=O)=O